FC1(CCN(CCC1)C1=CC=C(C(=C1C(=O)OC)C)C=1C=NN(C1)C)F methyl 6-(4,4-difluoroazepan-1-yl)-2-methyl-3-(1-methyl-1H-pyrazol-4-yl)benzoate